N-(2-butylphenyl)-2-chloroacetamide C(CCC)C1=C(C=CC=C1)NC(CCl)=O